C(C)C1=C(C(CC1)=O)C(C)CCC=CCC 3-ethyl-2-(oct-5-en-2-yl)cyclopent-2-en-1-one